FC(OC1=C(C(=O)O)C(=CC(=C1)C=1N(N=C2C=C(C=C(C12)C(F)F)C=1C=NN(C1)CCC)C)OC)F 2-(difluoromethoxy)-4-[4-(difluoromethyl)-2-methyl-6-(1-propylpyrazol-4-yl)indazol-3-yl]-6-methoxybenzoic acid